OC1=CC=C(C=C1)C1(CC(=C(C=C1)C(C)C)C1=CC=C(C=C1)O)C(C)C 1,3-bis-(4-hydroxyphenyl)-p-diisopropylbenzene